O=CCCCN 4-oxobutan-1-amine